cyclopentyl (CIS)-2-((((CIS)-4-phenylcyclohexyl)oxy)methyl)-3-(1H-pyrazol-3-yl)piperidine-1-carboxylate C1(=CC=CC=C1)[C@H]1CC[C@H](CC1)OC[C@@H]1N(CCC[C@@H]1C1=NNC=C1)C(=O)OC1CCCC1